NC1=NC=NC=2N(C3=CC=C(C=C3C21)C2=CC=CC=C2)CC(=O)O 2-(4-amino-6-phenyl-9H-pyrimido[4,5-b]indol-9-yl)acetic acid